(1R,3s,5S)-8-(4-chlorobenzyl)-8-azabicyclo[3.2.1]octan-3-amine ClC1=CC=C(CN2[C@H]3CC(C[C@@H]2CC3)N)C=C1